C1(CC1)C=1C(=C2C=CNC2=C(C1)C)CC1C(CN(CC1)CC(F)(F)F)C1=CC=C(C(=O)O)C=C1 4-(4-((5-cyclopropyl-7-methyl-1H-indol-4-yl)methyl)-1-(2,2,2-trifluoroethyl)piperidin-3-yl)benzoic acid